2,3-dihydroxy-4-(hydroxymethyl)cyclopent-2-en-1-one OC=1C(CC(C1O)CO)=O